2,2'-methylene-bis-(6-α-methyl-benzyl-p-cresol) C(C1=CC(=CC(=C1O)C(C1=CC=CC=C1)C)C)C1=CC(=CC(=C1O)C(C1=CC=CC=C1)C)C